2,6-dimethoxy-4-aminopyrimidine COC1=NC(=CC(=N1)N)OC